C(CC)C(=O)CCCCCCCCCCCCCCCCCCCCCCCC n-tetracosyl propyl ketone